2-(6-(((1R,3s,5S)-1,5-dimethyl-9-azabicyclo[3.3.1]nonan-3-yl)(methyl)amino)pyridazin-3-yl)-5-(6-(methoxy-d3)pyridazin-4-yl)phenol C[C@]12CC(C[C@](CCC1)(N2)C)N(C2=CC=C(N=N2)C2=C(C=C(C=C2)C2=CN=NC(=C2)OC([2H])([2H])[2H])O)C